ClOC1=C(C(=C(C(=C1Cl)Cl)Cl)Cl)Cl.[Na] sodium hexachlorophenol